3-((2-((4-(4-amino-3-(4-phenoxyphenyl)-1H-pyrazolo[3,4-d]pyrimidin-1-yl)piperidin-1-yl)methyl)-5-fluorophenyl)amino)piperidine-2,6-dione NC1=C2C(=NC=N1)N(N=C2C2=CC=C(C=C2)OC2=CC=CC=C2)C2CCN(CC2)CC2=C(C=C(C=C2)F)NC2C(NC(CC2)=O)=O